5-{2-amino-[1,2,4]triazolo[1,5-a]pyridin-7-yl}-2-methoxy-N-{[2-(4-methylpiperidin-1-yl)phenyl]methyl}pyridine-3-carboxamide NC1=NN2C(C=C(C=C2)C=2C=C(C(=NC2)OC)C(=O)NCC2=C(C=CC=C2)N2CCC(CC2)C)=N1